CC(C(=O)C1C(C=CCC1(C)C)C)=CC 2-methyl-1-(2,6,6-trimethylcyclohex-3-en-1-yl)but-2-en-1-one